ClC1=C(NC2=CC=C(C(=C12)Cl)F)C(=O)N1C[C@]2(CNC[C@]2(C1)F)F (3,4-dichloro-5-fluoro-1H-indol-2-yl)((3aR,6aS)-3a,6a-difluorohexahydropyrrolo[3,4-c]pyrrol-2(1H)-yl)methanone